Ethyl (hydroxyamino)cyanoacetate ONC(C(=O)OCC)C#N